2-({[3-chloro-1-(2,6-difluorophenyl)-6-methyl-2-oxo-1,2-dihydropyridin-4-yl]oxy}methyl)-5-fluorobenzyl-carbamic acid thiophen-3-ylmethyl ester S1C=C(C=C1)COC(NCC1=C(C=CC(=C1)F)COC1=C(C(N(C(=C1)C)C1=C(C=CC=C1F)F)=O)Cl)=O